N-(3-chloro-2-hydroxypropyl)-N,N-dimethyl-dodecyl-ammonium chloride [Cl-].ClCC(C[N+](C)(C)CCCCCCCCCCCC)O